FC12CCC(CC1)(C2)C(=O)N2C[C@H]1OC3=C([C@@H]2C1)C=NC=C3C#CC=3C=NC=CC3 (4-fluorobicyclo[2.2.1]heptan-1-yl)((2S,5S)-9-(pyridin-3-ylethynyl)-2,3-dihydro-2,5-methanopyrido[3,4-f][1,4]oxazepin-4(5H)-yl)methanone